methyl-trihexyl(tetradecyl)phosphonium bis(trifluoromethylsulfonyl)imide [N-](S(=O)(=O)C(F)(F)F)S(=O)(=O)C(F)(F)F.CC(CCCCC)[P+](CCCCCCCCCCCCCC)(CCCCCC)CCCCCC